methyl 5-(4,4,5,5-tetramethyl-1,3,2-dioxaborolan-2-yl)thiophene-2-carboxylate CC1(OB(OC1(C)C)C1=CC=C(S1)C(=O)OC)C